ISOPROPYLMETHYLTHIAZOL C(C)(C)C=1N=C(SC1)C